tetraphenylethane cyanate [O-]C#N.C1(=CC=CC=C1)CC(C1=CC=CC=C1)(C1=CC=CC=C1)C1=CC=CC=C1